(1S,4r)-4-((2-(((S)-2-fluorobutyl)amino)-5-(4-(fluoromethyl)pyridin-2-yl)pyrimidin-4-yl)amino)cyclohexan-1-ol F[C@H](CNC1=NC=C(C(=N1)NC1CCC(CC1)O)C1=NC=CC(=C1)CF)CC